Cl.N1=CC=C(C=C1)C1=C2CCO[C@H](C2=CC=C1)CNC1CC1 |o1:12| rel-(R)-N-((5-(pyridin-4-yl)isochroman-1-yl)methyl)cyclopropanamine hydrochloride salt